C(=O)O.FC1=CC=C(C=C1)C1=NC=2C(=NC(=CC2)N2C[C@@H](NCC2)COC)N1C1=CC=NC=C1 (3R)-1-[2-(4-fluorophenyl)-3-(pyridin-4-yl)-3H-imidazo[4,5-b]pyridin-5-yl]-3-(methoxymethyl)piperazine formic acid salt